NC1=NC=C(C=C1C=1C=C2CCNC(C2=CC1)=O)C1=CC=C(C=C1)N1C[C@H](OCC1)C(C)C (R)-6-(2-amino-5-(4-(2-isopropylmorpholino)phenyl)pyridin-3-yl)-3,4-dihydroisoquinolin-1(2H)-one